N(=[N+]=[N-])C(CC[Si](C)(C)C(C)(C)C)CCC1=CC=CC=C1 (3-azido-5-phenylpentyl)(tert-butyl)dimethylsilane